1-(2-hydroxy-3-((1-((R)-1-(naphthalen-1-yl)ethyl)piperidin-4-yl)amino)propyl)-3-(prop-2-yn-1-yl)urea OC(CNC(=O)NCC#C)CNC1CCN(CC1)[C@H](C)C1=CC=CC2=CC=CC=C12